C1(CC1)C1=NC=NC(=C1C=1N=CC2=C(N1)N(C(C=C2)=O)CC2=CC=C(C=C2)N2N=C(C=C2C)C(F)(F)F)OC 2-(4-cyclopropyl-6-methoxypyrimidin-5-yl)-8-({4-[5-methyl-3-(trifluoromethyl)pyrazol-1-yl]phenyl}methyl)pyrido[2,3-d]pyrimidin-7-one